ClC1=NN(C2=NC(=NC=C21)Cl)CCCOC2=NN(C(=C2[N+](=O)[O-])C)C2=NN(C=C2C)C 3,6-dichloro-1-(3-((1',4',5-trimethyl-4-nitro-1'H-[1,3'-bipyrazol]-3-yl)oxy)propyl)-1H-pyrazolo[3,4-d]pyrimidine